CC(C[C@@H](C(N[C@H](C=O)C[C@@H]1C(NCC1)=O)=O)NC(OC1CC2(CN(C2)C(CC2=CC=CC=C2)=O)C1)=O)C 2-(2-Phenylacetyl)-2-azaspiro[3.3]heptan-6-yl ((S)-4-methyl-1-oxo-1-(((S)-1-oxo-3-((R)-2-oxopyrrolidin-3-yl)propan-2-yl)amino)pentan-2-yl)carbamate